[(CIS)-4-phenylcyclohexyl]oxy [methyl]-1,3,8-triazaspiro[5.5]undecane-8-carboxylate CN1CNCCC12CN(CCC2)C(=O)OO[C@@H]2CC[C@@H](CC2)C2=CC=CC=C2